allyl-bis(2-hydroxyethyl)tetradecyl-ammonium chloride [Cl-].C(C=C)[N+](CCCCCCCCCCCCCC)(CCO)CCO